C1(CCCCC1)OC1=CC=C(C=C1)S(=O)(=O)OC1CS(C=C1)(=O)=O 1,1-dioxido-2,3-dihydrothiophen-3-yl 4-(cyclohexyloxy)benzenesulfonate